[2-(4-Chlorophenyl)imidazo[1,2-a]pyridin-3-yl]methyl-[hexahydropyrrolo[3,4-c]pyrrol-2(1H)-yl](3-fluoro-6-methoxypyridin-2-yl)methanone ClC1=CC=C(C=C1)C=1N=C2N(C=CC=C2)C1CC1=C(C(=NC(=C1)OC)C(=O)N1CC2CNCC2C1)F